OC1=C(C=NC=C1)C(=O)O 4-hydroxypyridine-3-carboxylic acid